tert-butyl (2R,5S)-4-(3,9-dimethyl-2-oxo-3,9-dihydro-2H-purin-6-yl)-2,5-dimethylpiperazine-1-carboxylate CN1C(N=C(C=2N=CN(C12)C)N1C[C@H](N(C[C@@H]1C)C(=O)OC(C)(C)C)C)=O